3-difluoromethyl-1,5-diphenyl-1H-pyrazole FC(C1=NN(C(=C1)C1=CC=CC=C1)C1=CC=CC=C1)F